2,3-bis(4-methoxyphenyl)-6-methylbenzofuran-4-carboxylic acid COC1=CC=C(C=C1)C=1OC=2C(C1C1=CC=C(C=C1)OC)=C(C=C(C2)C)C(=O)O